3-(2-(2,2-Dimethylbenzo[d][1,3]dioxol-5-yl)ethyl)-5-(prop-1-en-2-yl)-1,2,4-oxadiazole CC1(OC2=C(O1)C=CC(=C2)CCC2=NOC(=N2)C(=C)C)C